FC1([C@H]2C[C@@H]([C@H]([C@@H](C1)N2)OC)C(=C)C=2N=CC(=NC2)C=2C=C1C=CN=CC1=CC2O)F 6-(5-(1-((1r,2r,3r,5r)-6,6-difluoro-2-methoxy-8-azabicyclo[3.2.1]oct-3-yl)vinyl)pyrazin-2-yl)isoquinolin-7-ol